(S)-6-(4-fluoro-2-methyl-phenyl)-1-(2-hydroxybutyl)-3H-imidazo[4,5-b]Pyridine FC1=CC(=C(C=C1)C=1C=C2C(=NC1)NCN2C[C@H](CC)O)C